(Z)-3-hexenyl carbonate C(OCC\C=C/CC)([O-])=O